FC(C=1C=C(OC=2C=NC3=CC=CC=C3C2C(=O)Cl)C=CC1)(F)F 3-[3-(trifluoromethyl)phenoxy]quinoline-4-carbonyl chloride